7-(2-hydroxyethoxy)coumarin OCCOC1=CC=C2C=CC(OC2=C1)=O